C(C)(C)(C)OC(=O)N(CC(=O)O)C N-(tert-Butyloxycarbonyl)-N-methylglycine